SC(CS)[Si](OCCC)(OCCC)OCCC 1,2-dimercaptoethyltripropoxysilane